NC1=C(C(=NC=C1)Cl)C(C(F)(F)F)(O)C(C(=O)[O-])CC(=O)[O-] 2-[1-(4-Amino-2-chloropyridin-3-yl)-2,2,2-trifluoro-1-hydroxyethyl]butanedioate